N(C(=N)N)CCC[C@@H]1C(N2C(N(O1)C(=O)OCC1CCCCC1)CN(C([C@@H]2C)=O)CC2=CC=CC1=CC=CC=C21)=O (3R,6S)-cyclohexylmethyl 3-(3-guanidinopropyl)-6-methyl-8-(naphthalen-1-ylmethyl)-4,7-dioxohexahydropyrazino[2,1-c][1,2,4]oxadiazine-1(6H)-carboxylate